[N+](=O)([O-])C=1C(=NC=CC1)NC=1C=NC(=CC1)OC1=CC(=CC=C1)OC(F)(F)F 3-nitro-N-[6-[3-(trifluoromethoxy)phenoxy]-3-pyridyl]pyridin-2-amine